BrCC1=C(C=C(C(=C1)F)Cl)F (bromomethyl)-4-chloro-2,5-difluorobenzene